N-phenyl-5,6,7,8-tetrahydroindolizine-1-carboxamide C1(=CC=CC=C1)NC(=O)C=1C=CN2CCCCC12